C(CC1=CC=CC=C1)N (-)-phenethylamine